(Z)-1-(((1r,4r)-4-aminocyclohexyl)methyl)-3-((3,5-dimethyl-1H-pyrrol-2-yl)methylene)-6-fluoro-2-oxo-N-(prop-2-yn-1-yl)indoline-5-carboxamide hydrochloride Cl.NC1CCC(CC1)CN1C(\C(\C2=CC(=C(C=C12)F)C(=O)NCC#C)=C/C=1NC(=CC1C)C)=O